C(C=C)(=O)OCCNC(=O)OC1=C(C2=CC=CC=C2C=C1)C1=C(C=CC2=CC=CC=C12)OC(NC1=CC(=CC=C1)SC)=O 2-[({[2'-({[3-(methylsulfanyl)phenyl]carbamoyl}oxy)-1,1'-binaphthyl-2-yl]oxy}carbonyl)amino]ethyl acrylate